1-(8-(4-((3-methyl-4-((1-methyl-1H-benzo[d][1,2,3]triazol-5-yl)oxy)phenyl)amino)pyrido[3,2-d]pyrimidin-6-yl)-3,8-diazabicyclo[3.2.1]octan-3-yl)prop-2-en-1-one CC=1C=C(C=CC1OC1=CC2=C(N(N=N2)C)C=C1)NC=1C2=C(N=CN1)C=CC(=N2)N2C1CN(CC2CC1)C(C=C)=O